2-fluoropyridine-4-methylamine FC1=NC=CC(=C1)CN